D-alpha-methyl-propargyl-glycine ethyl ester C(C)OC([C@H](NCC#C)C)=O